3,5-diphenyltetrazolium C1(=CC=CC=C1)N1N=[NH+]C(=N1)C1=CC=CC=C1